4'-(6-chloro-(((3R,3aR,6R,6aR)-6-hydroxyhexahydrofuro[3,2-b]furan-3-yl)oxy)-1H-benzo[d]imidazol-5-yl)-N-(2-(2-hydroxyethoxy)ethyl)-[1,1'-biphenyl]-4-sulfonamide ClC=1C(=CC2=C(N(C=N2)O[C@H]2[C@H]3[C@H](OC2)[C@@H](CO3)O)C1)C1=CC=C(C=C1)C1=CC=C(C=C1)S(=O)(=O)NCCOCCO